C1(CCCCC1)CS(=O)(=O)N1CCC(CC1)CC1=CC=2N(C=C1)N=CC2N2C(NC(CC2)=O)=O 1-(5-((1-((cyclohexylmethyl)sulfonyl)piperidin-4-yl)methyl)pyrazolo[1,5-a]pyridin-3-yl)dihydropyrimidine-2,4(1H,3H)-dione